FC1=C2CN(C(C2=CC(=C1C)CC1=CC=C(C=C1)OC)=O)[C@@H]1[C@H](CCCC1)O 4-fluoro-2-((1S,2S)-2-hydroxycyclohexyl)-6-(4-methoxybenzyl)-5-methylisoindolin-1-one